CCCCCCCC(C#CC(CCCCCCC)O)O octadeca-9-yne-8,11-diol